O=C1CN(CCN1)C(=O)O[C@H]1CC[C@@]2([C@H]3CC[C@@]4([C@H]([C@H](C[C@@]4([C@@H]3CC[C@@H]2C1)O)OC(C)=O)C=1C=CC(OC1)=O)C)C (3S,5R,8R,9S,10S,13R,14S,16S,17R)-16-acetoxy-14-hydroxy-10,13-dimethyl-17-(2-oxo-2H-pyran-5-yl)hexadecahydro-1H-cyclopenta[a]phenanthren-3-yl 3-oxopiperazine-1-carboxylate